1,2,2,3-propanetetracarbonitrile C(C(CC#N)(C#N)C#N)C#N